C1(CC1)CN(C(OC(C)(C)C)=O)[C@H]1CN(CCC1)C=1C=NC(=CC1)C(C)N1N=NC(=C1)C1=NC(=CN=C1)OC tert-butyl (cyclopropylmethyl)((3R)-1-(6-(1-(4-(6-methoxypyrazin-2-yl)-1H-1,2,3-triazol-1-yl)ethyl)pyridin-3-yl)piperidin-3-yl)carbamate